FC=1C=CC=C2[C@H](N(C(=NC12)N1CCN(CC1)C1=CC(=CC=C1)OC)C1=C(C=CC(=C1)C(F)(F)F)OC)CC(=O)O |r| racemic-2-{(4R,S)-8-fluoro-2-[4-(3-methoxyphenyl)piperazin-1-yl]-3-[2-methoxy-5-(trifluoromethyl)phenyl]-3,4-dihydroquinazolin-4-yl}acetic acid